C12(CC(C1)C2)NC(=O)C=2C(=NC=C(C2)OC[C@H](C)NS(=O)(=O)C(F)(F)F)Cl N-(1-bicyclo[1.1.1]pentanyl)-2-chloro-5-[(2S)-2-(trifluoromethylsulfonylamino)propoxy]pyridine-3-carboxamide